C(C)O[Si](CCCNCCNCCC[Si](OCC)(OCC)OCC)(OCC)OCC Bis[3-(triethoxysilyl)PROPYL]ethylenediamine